CC1=C(C=CC(=C1)C)N1CCNCC1 1-(2,4-dimethyl-phenyl)-piperazine